1,1,1,3,3,3-Hexafluoropropan-2-yl (R)-1-((pyridin-3-ylmethyl)carbamoyl)-6-azaspiro[2.5]octan-6-carboxylat N1=CC(=CC=C1)CNC(=O)[C@@H]1CC12CCN(CC2)C(=O)OC(C(F)(F)F)C(F)(F)F